CC(CO)(O)C 2,2-dimethyl-1,2-ethanediol